1-(4-(Benzyloxy)-3-methoxyphenyl)-2-(4-(1-(4-(2,3-dihydroxypropoxy)phenyl)-2-phenylbut-1-en-1-yl)phenoxy)ethan-1-one C(C1=CC=CC=C1)OC1=C(C=C(C=C1)C(COC1=CC=C(C=C1)C(=C(CC)C1=CC=CC=C1)C1=CC=C(C=C1)OCC(CO)O)=O)OC